C(\C=C\C)(=O)OCCC 2-methyl-ethyl crotonate